magnesium 4-(3-fluorophenyl)-1-(5-(isopropylthio)-4-(4-(trifluoromethyl)cyclohex-1-en-1-yl)thiazol-2-yl)-3-methyl-1H-pyrazole-5-carboxylate FC=1C=C(C=CC1)C=1C(=NN(C1C(=O)[O-])C=1SC(=C(N1)C1=CCC(CC1)C(F)(F)F)SC(C)C)C.[Mg+2].FC=1C=C(C=CC1)C=1C(=NN(C1C(=O)[O-])C=1SC(=C(N1)C1=CCC(CC1)C(F)(F)F)SC(C)C)C